[Si](C)(C)(C(C)(C)C)OCC(C)(C)C1=NOC(=C1)NC(OC1=CC=CC=C1)=O phenyl (3-(1-((tert-butyldimethylsilyl)oxy)-2-methylpropan-2-yl)isoxazol-5-yl)carbamate